(1R)-1-cyclohexylethyl butyrate C(CCC)(=O)O[C@H](C)C1CCCCC1